2-(6-(5-chloro-1-((5-(2-methoxypyridin-4-yl)pyrazin-2-yl)methyl)-1H-indazole-7-carboxamido)spiro[3.3]heptan-2-yl)acetic acid ClC=1C=C2C=NN(C2=C(C1)C(=O)NC1CC2(CC(C2)CC(=O)O)C1)CC1=NC=C(N=C1)C1=CC(=NC=C1)OC